2-chloro-5-cyano-N-(3-methyl-5-(phenylethynyl)pyridin-2-yl)benzamide ClC1=C(C(=O)NC2=NC=C(C=C2C)C#CC2=CC=CC=C2)C=C(C=C1)C#N